7-((4-methoxybenzyl)thio)-2,3-dihydroindolizin-5(1H)-one COC1=CC=C(CSC2=CC(N3CCCC3=C2)=O)C=C1